C(C1=CC=C(C(C(=O)O)=C1)N)C1=CC=C(C(C(=O)O)=C1)N 5,5'-Methylenedianthranilic acid